C1=CC=CC=2C3=CC=CC=C3N(C12)C=1C=CC=2N(C3=CC=C(C=C3C2C1)N1C2=CC=CC=C2C=2C=CC=CC12)C1=C(C#N)C=C(C(=C1)N1C2=CC=C(C=C2C=2C=C(C=CC12)N1C2=CC=CC=C2C=2C=CC=CC12)N1C2=CC=CC=C2C=2C=CC=CC12)C1=NC(=NC(=N1)C1=CC=CC=C1)C1=CC=CC=C1 2,4-di(9'H-[9,3':6',9''-tercarbazol]-9'-yl)-5-(4,6-diphenyl-1,3,5-triazin-2-yl)benzonitrile